2,3-dibutyl-4-ethyl-5-tert-butoxyphenol sodium [Na].C(CCC)C1=C(C=C(C(=C1CCCC)CC)OC(C)(C)C)O